FC(C1=CN(C=2C=NN(C(C21)=O)CC2=CC=C(C=C2)OC)C(COCCC(N2CCN(CC2)C2=NC=C(C=N2)C(F)(F)F)=O)C)F 3-(difluoromethyl)-5-(4-methoxybenzyl)-1-(1-(3-oxo-3-(4-(5-(trifluoromethyl)pyrimidin-2-yl)piperazin-1-yl)propoxy)propan-2-yl)-1,5-dihydro-4H-pyrrolo[2,3-d]pyridazin-4-one